C(C)(C)(C)N(C(O)=O)CC=1C(=C2C(N(CC2=CC1)C1C(NC(CC1)=O)=O)=O)N.C(=O)(OC(C)(C)C)N1CCN(CC1)NC1=C2C(=NC=C1N)N(C=C2)S(=O)(=O)C2=CC=C(C)C=C2 1-Boc-4-((5-amino-1-p-toluenesulfonyl-1H-pyrrolo[2,3-b]pyridin-4-yl)amino)piperazine tert-butyl-((4-amino-2-(2,6-dioxopiperidin-3-yl)-3-oxoisoindolin-5-yl)methyl)carbamate